methyl P-aminobenzoate COC(=O)C1=CC=C(C=C1)N